tert-butyl (2-((4-(3-(3,5-dichloro-4-(3-chloropropoxy)phenyl) oxetan-3-yl)phenoxy)methyl)allyl)(methylsulfonyl)carbamate ClC=1C=C(C=C(C1OCCCCl)Cl)C1(COC1)C1=CC=C(OCC(CN(C(OC(C)(C)C)=O)S(=O)(=O)C)=C)C=C1